Oxypropylen O(CC(C)*)*